5-Fluoro-2-iodo-3-methylphenol FC=1C=C(C(=C(C1)O)I)C